(2-methoxy-6-vinylpyridin-3-yl)methanol COC1=NC(=CC=C1CO)C=C